[Pd](Cl)Cl.ClCCl.[Fe+2] iron(II) dichloromethane palladium chloride